(3S,3aS,6aR)-N-(2-amino-2-oxo-1-phthalazin-1-yl-ethyl)-2-[(2S)-2-(2,2-difluoropropanoylamino)-3-methyl-butanoyl]-3,3a,4,5,6,6a-hexahydro-1H-cyclopenta[c]pyrrole-3-carboxamide NC(C(C1=NN=CC2=CC=CC=C12)NC(=O)[C@@H]1[C@@H]2[C@H](CN1C([C@H](C(C)C)NC(C(C)(F)F)=O)=O)CCC2)=O